C(C)(C)(C)OC(=O)N1C[C@@H](N(CC1)C=1C2=C(N=CN1)N(C=C2I)C2=CC(=CC(=C2)F)F)C (S)-4-(7-(3,5-difluorophenyl)-5-iodo-7H-pyrrolo[2,3-d]pyrimidin-4-yl)-3-methylpiperazine-1-carboxylic acid tert-butyl ester